ClC=1C=CC=C2C(=NC(=NC12)C1=CC=C(C=C1)OC)C(=O)NCCO 8-chloro-N-(2-hydroxyethyl)-2-(4-methoxyphenyl)quinazoline-4-carboxamide